C12(CC3CC(CC(C1)C3)C2)CN2N=CC(=C2C)C2=C(C=3OCCN(C3N=C2)C2=NC(=C(N=C2)N)F)C(=O)OC methyl 7-(1-(adamantan-1-ylmethyl)-5-methyl-1H-pyrazol-4-yl)-4-(5-amino-6-fluoropyrazin-2-yl)-3,4-dihydro-2H-pyrido[3,2-b][1,4]oxazine-8-carboxylate